COC1=CC=C(C(C2=CC=CC=C2)(C2=CC=CC=C2)NCCCCCCP([O-])([O-])(N(C(C)C)C(C)C)CCC#N)C=C1 6-(4-monomethoxytritylamino)hexyl-(2-cyanoethyl)-(N,N-diisopropyl)phosphoramidite